(1r,5s)-3-trityl-3,8-diazabicyclo[3.2.1]octane-8-carboxylic acid tert-butyl ester C(C)(C)(C)OC(=O)N1[C@H]2CN(C[C@@H]1CC2)C(C2=CC=CC=C2)(C2=CC=CC=C2)C2=CC=CC=C2